N-(tert-butoxycarbonyl)-L-glycyl-valine C(C)(C)(C)OC(=O)NCC(=O)N[C@@H](C(C)C)C(=O)O